6-acetyl-8-cyclopentyl-5-methyl-2-[(5-piperazin-1-yl-2-pyridyl)amino]pyrido[2,3-d]pyrimidin C(C)(=O)C1=C(C2=C(N=C(N=C2)NC2=NC=C(C=C2)N2CCNCC2)N(C1)C1CCCC1)C